NC=1C(=NN(C1)C1CCC(CC1)C(=O)OC)C(F)F methyl (1r,4r)-4-[4-amino-3-(difluoromethyl)pyrazol-1-yl]cyclohexane-1-carboxylate